COC(=O)C1(N(C2=CC=CC=C2C1)C(=O)OC(C)(C)C)CC=O 2-(2-oxoethyl)indoline-1,2-dicarboxylic acid 1-(tert-butyl) ester 2-methyl ester